9-hydroxy-3-methoxybenzo[5,6]oxazepino[4,3-b]benzofuran-7(5H)-one OC=1C=C2C(=C3C(O2)=CC2=C(ON3)C=C(C=C2)OC)C(C1)=O